C1N(CC2=CC=CC=C12)C1=NC=2N(C(=C1)C=1C=NNC1)N=C(C2)C(=O)NC2=CC(=CC=C2)OC 5-(isoindolin-2-yl)-N-(3-methoxyphenyl)-7-(1H-pyrazol-4-yl)pyrazolo[1,5-a]pyrimidine-2-carboxamide